(2-fluoro-3-((2-fluorophenyl)amino)pyridin-4-yl)dimethylphosphine oxide FC1=NC=CC(=C1NC1=C(C=CC=C1)F)P(C)(C)=O